2-amino-4-(2-bromoethyl)phenol NC1=C(C=CC(=C1)CCBr)O